ClC1=C(C=C(C(=C1)Cl)OC)NC(N)=S 3-(2,4-dichloro-5-methoxyphenyl)thiourea